CN(C1=CC=C(C=C1)C=CC=1SC2=C(N1)C=CC=C2)C 2-(p-dimethylaminophenyl-vinyl)benzothiazole